5-(benzo[d]Thiazol-6-ylmethylene)-3,5-dihydro-4H-imidazol-4-one S1C=NC2=C1C=C(C=C2)C=C2C(NC=N2)=O